1-(1-(2,6-dioxopiperidin-3-yl)indolin-4-yl)piperidine-4-carbaldehyde O=C1NC(CCC1N1CCC2=C(C=CC=C12)N1CCC(CC1)C=O)=O